6-((((6-(4-fluoro-1H-pyrazol-1-yl)pyridin-3-yl)methyl)amino)pyridin-3-yl)-6-(morpholin-2-ylmethoxy)pyrazolo[1,5-a]pyridine-3-carbonitrile FC=1C=NN(C1)C1=CC=C(C=N1)CNC1=NC=CC=C1C1(C=CC=2N(C1)N=CC2C#N)OCC2CNCCO2